(S)-2-(4-(cyclopropylmethyl)-2-methoxyphenyl)-2-((R)-3-((5-(5,6,7,8-tetrahydro-1,8-naphthyridin-2-yl)pentyl)oxy)pyrrolidin-1-yl)acetic acid C1(CC1)CC1=CC(=C(C=C1)[C@@H](C(=O)O)N1C[C@@H](CC1)OCCCCCC1=NC=2NCCCC2C=C1)OC